3-(methyl sulfonyl)butyl methanesulfonate CS(=O)(=O)OCCC(C)S(=O)(=O)C